ClC=1C=C(C=C(C1)S(=O)(=O)C)C1=C(SC(=C1C1=NC=CC=C1)C1CC1)C(=O)N (3-chloro-5-(methylsulfonyl)phenyl)-5-cyclopropyl-4-(pyridin-2-yl)thiophene-2-carboxamide